tert-butyl N-(5-bromo-2-iodo-4-methylpyridin-3-yl)-N-(but-3-en-1-yl)carbamate BrC=1C(=C(C(=NC1)I)N(C(OC(C)(C)C)=O)CCC=C)C